CN1C(C2=CC=CC=C2C(=C1)C1=CC=C(C=C1)C(F)(F)F)=O methyl-1-oxo-4-[4-(trifluoromethyl)phenyl]-2H-isoquinoline